n-pentacosyl chloride C(CCCCCCCCCCCCCCCCCCCCCCCC)Cl